2-(5-fluoropyrimidin-2-yl)-3-methylbenzoic acid FC=1C=NC(=NC1)C1=C(C(=O)O)C=CC=C1C